C1(=CC=CC=C1)P(C1=C(O)C=CC(C1)(O)P(C1=CC=CC=C1)C1=CC=CC=C1)C1=CC=CC=C1 2,4-bisdiphenylphosphinoquinol